OC(CCC(C)=O)CO 5,6-dihydroxyl-2-hexanone